F[C@@H]1CN(CC[C@@H]1NC1=CC=CN2C(=C(C=C12)C#CCNC=1C=2N(C=C(C1)C(=O)NC)C=CN2)SC(F)(F)F)C 8-{[3-(8-{[(3R,4S)-3-fluoro-1-methylpiperidin-4-yl]amino}-3-[(trifluoromethyl)sulfanyl]indolizin-2-yl)prop-2-yn-1-yl]amino}-N-methylimidazo[1,2-a]pyridine-6-carboxamide